CN(C)\C=N\C(C1=CC=CC=C1)=O N-((E)-(dimethylamino)methylene)benzamide